(1r,3r)-3-(3-(4-phenylpiperazin-1-yl)propyl)-1H-benzo[d]imidazole-6-carboxamide C1(=CC=CC=C1)N1CCN(CC1)CCCN1CNC2=C1C=CC(=C2)C(=O)N